NC1=C(C=CC(=C1F)Br)NC(=O)C=1NC=C(C1)C(C1=C(C=CC=C1)C(F)(F)F)=O N-(2-amino-4-bromo-3-fluorophenyl)-4-(2-(trifluoromethyl)benzoyl)-1H-pyrrole-2-carboxamide